1,1'-bisdiphenylphosphinomethylferrocene C1(=CC=CC=C1)P(C1=CC=CC=C1)C[C-]1C=CC=C1.[C-]1(C=CC=C1)CP(C1=CC=CC=C1)C1=CC=CC=C1.[Fe+2]